N-chloro-N-(2-trifluoroacetylphenyl)pivaloamide ClN(C(C(C)(C)C)=O)C1=C(C=CC=C1)C(C(F)(F)F)=O